O1CCC2=C1C=CC=C2[C@@H](C)NC(=O)N2CCN(CC2)C2=C(C=NC=C2)F (R)-N-(1-(2,3-Dihydrobenzofuran-4-yl)ethyl)-4-(3-fluoropyridin-4-yl)piperazine-1-carboxamide